C[C@@H]1CN(C[C@@H](N1)C)C1=CC(=CC(=N1)CNC=1C2=C(N=CN1)NC=C2C2CCOCC2)C(F)(F)F N-((6-((3R,5S)-3,5-dimethylpiperazin-1-yl)-4-(trifluoromethyl)pyridin-2-yl)methyl)-5-(tetrahydro-2H-pyran-4-yl)-7H-pyrrolo[2,3-d]pyrimidin-4-amine